6-(benzyloxy)-1-(4-(4,4-dimethylpiperidin-1-yl)phenyl)-5,7-difluoro-1H-benzo[d]imidazol-2(3H)-one C(C1=CC=CC=C1)OC=1C(=CC2=C(N(C(N2)=O)C2=CC=C(C=C2)N2CCC(CC2)(C)C)C1F)F